ClC1=CC=2C(OCC3=CC=C(C=C3C3=CC=C(C(NS(C(=C1OC)C2)(=O)=O)=C3)OC(F)(F)F)F)=O 13-chloro-4-fluoro-14-methoxy-16,16-dioxo-19-(trifluoromethoxy)-9-oxa-16λ6-thia-17-azatetracyclo[16.3.1.111,15.02,7]tricosa-1(21),2,4,6,11(23),12,14,18(22),19-nonaen-10-one